Thiocane-5-ylsulfamic acid sodium salt [Na+].S1CCCC(CCC1)NS([O-])(=O)=O